ClCCC1CO1 1-chloro-3,4-epoxybutane